FC=1C=C2/C(/NC(C2=CC1)=O)=C/OC1=CC=CC=C1 (Z)-5-fluoro-3-(phenoxymethylene)isoindolin-1-one